C(C1=CC=CC=C1)N1C[C@H](CC1)NCC(C)O 1-{[(3S)-1-Benzylpyrrolidin-3-yl]amino}propan-2-ol